CC=1N=C(C(NC1)=O)C methyl-6-methyl-5-oxo-4,5-dihydropyrazine